(10E,12Z,14E)-9,16-Dioxooctadeca-10,12,14-trienoic acid O=C(CCCCCCCC(=O)O)\C=C\C=C/C=C/C(CC)=O